C(C)OC(CC1=CC2=C(N=C(N=C2NC2=CC=CC=C2)Cl)N1)=O 2-(2-chloro-4-(phenylamino)-7H-pyrrolo[2,3-d]pyrimidin-6-yl)acetic acid ethyl ester